3-bromo-N-(4-chloro-2-((2-chloro-4,6-difluorophenyl)carbamoyl)-6-methylphenyl)-1-(3-chloropyridin-2-yl)-1H-pyrazole-5-carboxamide BrC1=NN(C(=C1)C(=O)NC1=C(C=C(C=C1C)Cl)C(NC1=C(C=C(C=C1F)F)Cl)=O)C1=NC=CC=C1Cl